BrC1=C(C=2CN=S(C2C=C1)(=O)C)F 5-bromo-4-fluoro-1-methyl-1-oxo-3H-1λ6-benzo[2,1-d][1,2]thiazole